CC1(CCC1)NC(=O)C=1N=NC=CC1 N-(1-methylcyclobutyl)pyridazine-3-carboxamide